NC1=CC(=C(C(=O)NCC2(CCCCCC2)NC2=CC=C(C=C2)Cl)C=C1Cl)OC 4-Amino-5-chloro-N-((1-((4-chlorophenyl)amino)cycloheptyl)methyl)-2-methoxybenzamid